CC1=CC=C(C=C1)S(=O)(=O)O.N1(CN=CC2=C1NC=C2)C(C=C)=O (7H-pyrrolo[2,3-D]pyrimidin-1-yl)prop-2-en-1-one p-toluenesulfonate